C(C)(C)C1(C=CC=C1)[Zr](N(CC)CC)(N(CC)CC)N(CC)CC (isopropyl-cyclopentadienyl)tris(diethylamino)zirconium